2-(4,4-difluoropiperidin-1-yl)-4-(4-methylpiperazin-1-yl)-6-(1H-pyrazol-1-yl)-1,3,5-triazine FC1(CCN(CC1)C1=NC(=NC(=N1)N1CCN(CC1)C)N1N=CC=C1)F